CNCCCC1=CC=C(N)C=C1 4-(3-methylaminopropyl)aniline